CO[Si]1(N(CCCC1)C1=CC=CC=C1)OC 2,2-dimethoxy-1-phenyl-1-aza-2-silacyclohexane